(p-tolyl)-diphenylmethanol C1(=CC=C(C=C1)C(O)(C1=CC=CC=C1)C1=CC=CC=C1)C